dicholine monohydrogenphosphate-citric acid C(CC(O)(C(=O)O)CC(=O)O)(=O)O.P(=O)(O)([O-])[O-].OCC[N+](C)(C)C.OCC[N+](C)(C)C